sodium carboxymethyl carbonate C(OCC(=O)O)([O-])=O.[Na+]